N1N=CN=C1[C@@H]1CN(CC1)C(=O)N1CC2(C1)CC(C2)NC(=O)C2(CC2)C(F)(F)F N-[2-[(3S)-3-(1H-1,2,4-Triazol-5-yl)pyrrolidine-1-carbonyl]-2-azaspiro[3.3]heptan-6-yl]-1-(trifluoromethyl)cyclopropanecarboxamide